2-((3,5-dicyano-4-ethyl-6-(2-oxa-6-azaspiro[3.4]oct-6-yl)pyridin-2-yl)sulfanyl)-2-phenylacetamide C(#N)C=1C(=NC(=C(C1CC)C#N)N1CC2(COC2)CC1)SC(C(=O)N)C1=CC=CC=C1